[N+](=O)([O-])C=1N=C2OC[C@H](CN2C1)N (S)-2-nitro-6,7-dihydro-5H-imidazo[2,1-b][1,3]oxazin-6-amine